C(C=C)N1S(C2=C(C3=C1C=CC=C3)N=C(N=C2)NC2=CC=C3C1(CN(CC3=C2)C)CC1)(=O)=O 6-allyl-N-(2'-methyl-2',3'-dihydro-1'H-spiro[cyclopropane-1,4'-isoquinolin]-7'-yl)-6H-pyrimido[5,4-c][2,1]benzothiazin-2-amine 5,5-dioxide